(3S,4aS,8aS)-2-[(R)-3-(4-chlorobutylamino)-2-hydroxypropyl]decahydroisoquinoline ClCCCCNC[C@H](CN1C[C@H]2CCCC[C@H]2CC1)O